[O-2].[Er+3].[Sc+3].[O-2].[O-2] scandium-erbium oxide